N1C=NC(=C1)C(NC)C1=CC=CC=C1 1-(1H-imidazol-4-yl)-N-methyl-1-phenylmethanamine